C(CN1C(=NC2=C1C=CC(=C2OC)C(=O)N)C2=C(C=C(C=C2C=2N=NNN2)F)F)N2C(=NC1=C2C=CC(=C1OC)C(=O)N)C1=C(C=C(C=C1C=1N=NNN1)F)F 1,1'-(Ethane-1,2-diyl)bis(2-(2,4-difluoro-6-(2H-tetrazol-5-yl)phenyl)-4-methoxy-1H-benzo[d]imidazole-5-carboxamide)